tert-Butyl 2-chloro-6-fluorobenzofuran-7-carboxylate ClC=1OC2=C(C1)C=CC(=C2C(=O)OC(C)(C)C)F